FC1(OC2=C(O1)C=CC(=C2)C=2OC1=C(C=C(C=C1C(C2)=O)C)C(C)NC2=C(C(=O)O)C=CC=C2)F 2-[1-[2-(2,2-Difluoro-1,3-benzodioxol-5-yl)-6-methyl-4-oxo-chromen-8-yl]ethylamino]benzoic acid